BrC1=C(C=CC=C1F)C(CNCC1=CC(=C(S1)C#N)C)O 5-(((2-(2-bromo-3-fluorophenyl)-2-hydroxyethyl)amino)methyl)-3-methylthiophene-2-carbonitrile